dl-m-methylphenyl-phosphine oxide CC=1C=C(C=CC1)[PH2]=O